(20S)-21-iminopregn-5,14-dien-3β-ol N=CC[C@H]1CC=C2[C@@H]3CC=C4C[C@H](CC[C@]4(C)[C@H]3CC[C@]12C)O